tertbutyl 7-(4,4,5,5-tetramethyl-1,3,2-dioxaborolan-2-yl)-2-azaspiro[3.5]non-6-ene-2-carboxylate CC1(OB(OC1(C)C)C1=CCC2(CN(C2)C(=O)OC(C)(C)C)CC1)C